IC=1C=CC(=NC1)C(C(=O)OCC)(F)F ethyl 2-(5-iodopyridin-2-yl)-2,2-difluoroacetate